ClC=1C=C2C(=CC1)NC(C21CCN(CC1)CCOC1=CC=C(C=C1)C1(CCC1)S(=O)(=O)C)=O 5-chloro-1'-{2-[4-(1-methanesulfonylcyclobutyl)phenoxy]eth-yl}-1,2-dihydrospiro[indole-3,4'-piperidin]-2-one